4-[5-[(1S)-2-amino-1-hydroxyethyl]pyridin-2-yl]-3-[2-methyl-6-(5-methyl-1,3-thiazol-2-yl)pyrimidin-4-yl]oxybenzonitrile NC[C@@H](O)C=1C=CC(=NC1)C1=C(C=C(C#N)C=C1)OC1=NC(=NC(=C1)C=1SC(=CN1)C)C